ethyl spiro[1,3-dioxolane-2,5'-6,7-dihydro-4H-benzothiophene]-2'-carboxylate S1C(=CC2=C1CCC1(C2)OCCO1)C(=O)OCC